ClC=1C=CC=2N(N1)C(=C(N2)N)C2=CC(=CC=C2)C(F)(F)F 6-chloro-3-[3-(trifluoromethyl)phenyl]imidazo[1,2-b]pyridazin-2-amine